2-(1-(1-(5-chloropyrazin-2-yl)piperidin-4-yl)ethoxy)-5-bromothiazolo[5,4-b]pyridine ClC=1N=CC(=NC1)N1CCC(CC1)C(C)OC=1SC2=NC(=CC=C2N1)Br